N[C@](COC)(C)C1=C2C=C(N=CC2=C(N=C1)OC1CC1)NC1=CC=C2C(=N1)[C@H]([C@@H](OC2=O)C)C (7S,8R)-2-((5-((R)-2-Amino-1-methoxypropan-2-yl)-8-cyclopropoxy-2,7-naphthyridin-3-yl)amino)-7,8-dimethyl-7,8-dihydro-5H-pyrano[4,3-b]pyridin-5-one